6-chloro-1-((1-fluorocyclopropyl)methyl)-1H-pyrazolo[3,4-b]pyridine ClC1=CC=C2C(=N1)N(N=C2)CC2(CC2)F